tert-butyl 5-methoxy-4-(((2S,4S)-2-(4-(methoxycarbonyl) phenyl)-4-(2-oxopyrrolidin-1-yl) piperidin-1-yl) methyl)-7-methyl-1H-indole-1-carboxylate COC=1C(=C2C=CN(C2=C(C1)C)C(=O)OC(C)(C)C)CN1[C@@H](C[C@H](CC1)N1C(CCC1)=O)C1=CC=C(C=C1)C(=O)OC